(1S,3S)-N1-(6-Methoxy-[2,3'-bipyridin]-6'-yl)-N3-(6-methyl-1,2,4-triazin-3-yl)cyclopentane-1,3-diamine COC1=CC=CC(=N1)C=1C=NC(=CC1)N[C@@H]1C[C@H](CC1)NC=1N=NC(=CN1)C